NC=1C2=C(N=C(N1)C)N(C=C2)[C@H]2[C@@H]([C@@]1([C@H](O2)[C@H](CC1)OC1=CC=C2C=C(C(=NC2=C1)N)Br)O)O (2R,3R,3aS,6S,6aR)-2-(4-amino-2-methyl-7H-pyrrolo[2,3-d]pyrimidin-7-yl)-6-((2-amino-3-bromoquinolin-7-yl)oxy)hexahydro-3aH-cyclopenta[b]furan-3,3a-diol